α,β-Lactose Acetate C(C)(=O)O.OC1[C@H](O)[C@@H](O)[C@H](O[C@H]2[C@H](O)[C@@H](O)[C@@H](O)[C@H](O2)CO)[C@H](O1)CO